6-chloro-N-[5-(2,2-difluoroethoxy)-4,6-dimethoxy-pyrimidin-2-yl]-7-(3-methyl-2-pyridinyl)-1H-indole-3-sulfonamide ClC1=CC=C2C(=CNC2=C1C1=NC=CC=C1C)S(=O)(=O)NC1=NC(=C(C(=N1)OC)OCC(F)F)OC